C1(=CCCCC1)C1C=CC2N(C=3C=CC=CC3CC21)S(=O)(=O)CC2=CC=CC=C2 1-cyclohexenyl-4-toluenesulfonyl-3a,4,9,9a-tetrahydro-1H-cyclopenta[b]quinoline